P-METHYLPHENYLACETALDEHYDE CC1=CC=C(C=C1)CC=O